C(C)C=1C(=NC(NC1)=O)N 5-ethylcytosine